CC(C#N)(C)C=1C=C2C(=NC1)N=CS2 2-methyl-2-(thiazolo[4,5-b]pyridin-6-yl)propanenitrile